1-(6-fluoro-4-phenyl-3,4-dihydroquinoxalin-1(2H)-yl)-3-(pyrrolidin-1-yl)propan-1-one FC=1C=C2N(CCN(C2=CC1)C(CCN1CCCC1)=O)C1=CC=CC=C1